(7S)-7,8-dimethyl-2-((trans-3-(3,4,5-trifluorophenoxy)cyclobutyl)amino)-7,8-dihydropteridin-6(5H)-one C[C@H]1C(NC=2C=NC(=NC2N1C)N[C@@H]1C[C@H](C1)OC1=CC(=C(C(=C1)F)F)F)=O